5-fluoro-4-hydroxy-8-methoxyquinoline-3-carbonitrile FC1=C2C(=C(C=NC2=C(C=C1)OC)C#N)O